ClC(CC(=O)NC1=C(C=CC=C1)F)C 3-Chloro-N-(2-fluorophenyl)butanamide